2-methyl-2-propyl-1,3-propylene glycol dibenzoate C(C1=CC=CC=C1)(=O)OCC(COC(C1=CC=CC=C1)=O)(CCC)C